1-(4-(1,1-difluoroethyl)pyridin-2-yl)-N-(6-methoxy-1-methyl-1H-pyrazolo[4,3-c]pyridin-7-yl)-1H-pyrazole-4-sulfonamide FC(C)(F)C1=CC(=NC=C1)N1N=CC(=C1)S(=O)(=O)NC=1C2=C(C=NC1OC)C=NN2C